C1(C(=CC2=CC=CC=C12)N)N indenediamine